9-(4-chloro-2-fluoro-phenyl)-2,3-dimethyl-7-[(2R,6R)-2-methyl-6-(1H-pyrazol-4-yl)morpholin-4-yl]pyrazino[1,2-a]pyrimidin-4-one ClC1=CC(=C(C=C1)C1=NC(=CN2C1=NC(=C(C2=O)C)C)N2C[C@H](O[C@@H](C2)C=2C=NNC2)C)F